methyl 7-bromo-2-(trans-4-(dimethylamino)cyclohexyl)-2,4-dimethylbenzo[d][1,3]dioxol-5-carboxylate BrC1=CC(=C(C2=C1OC(O2)(C)[C@@H]2CC[C@H](CC2)N(C)C)C)C(=O)OC